CC12C=CC(CC1)CC2 methylbicyclo[2.2.2]oct-2-ene